benzenesulfonic acid, diphenylmethyl-sulfonium salt C1(=CC=CC=C1)C(C1=CC=CC=C1)[SH2+].C1(=CC=CC=C1)S(=O)(=O)[O-]